C(C)(=O)N1C[C@H](CC1)OC1=CC2=C(N=C(N=C2N[C@H](C)C2=C(C(=CC=C2)C(F)F)F)C)NC1=O 6-(((S)-1-Acetylpyrrolidin-3-yl)oxy)-4-(((R)-1-(3-(difluoromethyl)-2-fluorophenyl)ethyl)amino)-2-methylpyrido[2,3-d]pyrimidin-7(8H)-one